2-(azetidin-3-yl)-5-((2,3-dichlorophenyl)thio)-N2-methylpyrazine-2,6-diamine N1CC(C1)C1(NC(=C(N=C1)SC1=C(C(=CC=C1)Cl)Cl)N)NC